(1-((tetrahydro-2H-pyran-2-yl)oxy)cyclopropyl)methanesulfonamide O1C(CCCC1)OC1(CC1)CS(=O)(=O)N